OC(C)C1=NC2=C(OC13NC1=CC=CC=C1C3(C)C)C=CC3=CC(=CC=C32)OC 1-Hydroxyethyl-3,3-dimethyl-8'-methoxyspiro[indolin-2,3'-[3H]-naphtho[2,1-b][1,4]oxazin]